2-{4-[9,10-bis(2-naphthyl)-2-anthryl]phenyl}-1-phenyl-1H-benzimidazole C1=C(C=CC2=CC=CC=C12)C=1C2=CC=CC=C2C(=C2C=CC(=CC12)C1=CC=C(C=C1)C1=NC2=C(N1C1=CC=CC=C1)C=CC=C2)C2=CC1=CC=CC=C1C=C2